C(C1=CC=CC=C1)N1N=CC(=C1)C=1C(=CC(N(C1)C)=O)OCCC 5-(1-Benzyl-1H-pyrazol-4-yl)-1-methyl-4-propoxy-1H-pyridin-2-one